3-(4-(4-fluorophenoxy)phenyl)-3-oxopropanamide FC1=CC=C(OC2=CC=C(C=C2)C(CC(=O)N)=O)C=C1